6-[6-(4-methylpiperazin-1-yl)pyridazin-3-yl]oxy-3-(4,4,5,5-tetramethyl-1,3,2-dioxaborolan-2-yl)pyrazolo[1,5-a]pyridine CN1CCN(CC1)C1=CC=C(N=N1)OC=1C=CC=2N(C1)N=CC2B2OC(C(O2)(C)C)(C)C